N-(3-carbamoyl-4-methoxy-phenyl)-3-(4-cyano-2-methoxy-phenoxy)-5-methyl-6-(trifluoromethyl)pyridazine-4-carboxamide C(N)(=O)C=1C=C(C=CC1OC)NC(=O)C1=C(N=NC(=C1C)C(F)(F)F)OC1=C(C=C(C=C1)C#N)OC